tert-butyl N-(5-bromo-1,3,4-thiadiazol-2-yl)carbamate BrC1=NN=C(S1)NC(OC(C)(C)C)=O